FC=1C=CC(=C(C1)C1CCN(CC1)[C@@H]1COC2(CN(C2)C=2OC=NN2)C1)OCCC(C)(C)OC (S)-7-(4-(5-fluoro-2-(3-methoxy-3-methylbutoxy)phenyl)piperidin-1-yl)-2-(1,3,4-oxadiazol-2-yl)-5-oxa-2-azaspiro[3.4]octane